ClC1=C(C=C2C(=NNC2=C1)CCC(=O)O)C1=CC=C(C=C1)C1=CC2=C(N(C(=N2)O)C)C=C1 3-(6-chloro-5-(4-(2-hydroxy-1-methyl-1H-benzo[d]imidazol-5-yl)phenyl)-1H-indazol-3-yl)-propanoic acid